CC1=CC=C(N=N1)CC=1N=C(C2=C(N1)C=NC=C2)N ((6-methylpyridazin-3-yl)methyl)pyrido[3,4-d]pyrimidin-4-amine